CN1CCC(CC1)NC=1N=CC2=C(N1)NC=C2C2=CC=1N(C=C2)N=CC1C(=O)NC=1C=NC=CC1 5-(2-((1-Methylpiperidin-4-yl)amino)-7H-pyrrolo[2,3-d]pyrimidin-5-yl)-N-(pyridin-3-yl)pyrazolo[1,5-a]pyridine-3-carboxamide